CC1=C(C(=O)NCC2=NC3=CC=CC=C3C=C2)C=C(C=C1)NC(=O)N 2-methyl-N-(quinolin-2-ylmethyl)-5-ureidobenzamide